ClC=1C(=C(C=CC1F)[C@H](NC(=O)[C@@H]1CNC(C1)=O)C=1C=NC(=C(C1)Cl)C(F)(F)F)F (S)-N-((R)-(3-chloro-2,4-difluorophenyl)(5-chloro-6-(trifluoromethyl)pyridin-3-yl)methyl)-5-oxopyrrolidine-3-carboxamide